(((9H-fluoren-9-yl)methoxy)carbonyl)-N-methyl-L-asparagine tert-butyl ester C(C)(C)(C)OC([C@@H](N(C)C(=O)OCC1C2=CC=CC=C2C=2C=CC=CC12)CC(N)=O)=O